C(C1CO1)OC=1C(=CC=CC1)C ortho-cresyl monoglycidyl ether